3,6-bis(diphenylphosphoryl)-9-phenylcarbazole C1(=CC=CC=C1)P(=O)(C1=CC=CC=C1)C=1C=CC=2N(C3=CC=C(C=C3C2C1)P(=O)(C1=CC=CC=C1)C1=CC=CC=C1)C1=CC=CC=C1